tert-butyl 6-[6-[1-[1-benzyloxycarbonyl-4-(hydroxymethyl)-4-piperidyl]pyrazol-4-yl]-7-(4-fluoro-2-methoxy-phenyl)thieno[3,2-c]pyridin-4-yl]-3,4-dihydro-1H-isoquinoline-2-carboxylate C(C1=CC=CC=C1)OC(=O)N1CCC(CC1)(CO)N1N=CC(=C1)C1=C(C2=C(C(=N1)C=1C=C3CCN(CC3=CC1)C(=O)OC(C)(C)C)C=CS2)C2=C(C=C(C=C2)F)OC